FC1=C(C(=CC=2NC(=NC21)C(O)C2=CC=C(C=C2)S(=O)(=O)CC)F)C2=C(C=CC=C2)OC (4,6-difluoro-5-(2-methoxyphenyl)-1H-benzo[d]imidazol-2-yl)(4-(ethylsulfonyl)phenyl)methanol